tert-butyl 2-(5,6-difluoro-4-methyl-2-oxo-1,4-dihydroquinazolin-3-yl)acetate FC1=C2C(N(C(NC2=CC=C1F)=O)CC(=O)OC(C)(C)C)C